C1(CCCC2=CC=CC=C12)C(=O)N 1-tetrahydronaphthoamide